(+)-1-(4-chloro-phenyl)-3-[(3R*,4S*)-4-(4-methoxy-phenyl)-2-oxo-pyrrolidin-3-yl]urea ClC1=CC=C(C=C1)NC(=O)N[C@H]1C(NC[C@@H]1C1=CC=C(C=C1)OC)=O |o1:11,15|